2-bromo-5-(trifluoromethoxy)phenol BrC1=C(C=C(C=C1)OC(F)(F)F)O